FC1=C(C(=CC(=C1)OC)F)C1C(C(NC1)=O)NC(=O)NC1=CC=C(C=C1)C (-)-1-[4-(2,6-difluoro-4-methoxy-phenyl)-2-oxopyrrolidin-3-yl]-3-(p-tolyl)urea